C1(CC1)C=1C=C(C(=C(C1)[C@@H](C(=O)O)N1C[C@@H](CC1)OCCCCCC1=NC=2NCCCC2C(=C1)OC)OC)F (S)-2-(5-cyclopropyl-3-fluoro-2-methoxyphenyl)-2-((R)-3-((5-(4-methoxy-5,6,7,8-tetrahydro-1,8-naphthyridin-2-yl)pentyl)oxy)pyrrolidin-1-yl)acetic acid